C1(=CC=CC=C1)[C@H]([C@@H]1CNC2=C(N1)N=CC=C2)NCCC2=C(C#N)C=CC=C2 [2-[[(R)-phenyl-[(3S)-1,2,3,4-tetrahydropyrido[2,3-b]pyrazin-3-yl]methyl]amino]ethyl]benzonitrile